FC=1C=C(C=C(C1)F)C[C@@H](C1=NC2=CC(=CC=C2C(N1C=1C=NC(=CC1)C(C)C)=O)C1=NN=NN1)NC(OC(C)(C)C)=O tert-butyl (S)-(2-(3,5-difluorophenyl)-1-(3-(6-isopropylpyridin-3-yl)-4-oxo-7-(1H-tetrazol-5-yl)-3,4-dihydroquinazolin-2-yl)ethyl)carbamate